Cl.ClC1=C(C=CC(=C1)OCCN1CCNCC1)C=1N(C2=C(C(=NC=C2)OC2(CC2)C)N1)CC1=NC=CC(=C1)Cl 2-(2-chloro-4-(2-(piperazin-1-yl)ethoxy)phenyl)-1-((4-chloropyridin-2-yl)methyl)-4-(1-methylcyclopropoxy)-1H-imidazo[4,5-c]pyridine HCl